FC(C1=NN(C=C1C(=O)NC(=S)NC1=C(C=CC=C1)C1=CC(=C(C(=C1)F)F)F)C)F 3-(difluoromethyl)-1-methyl-N-((3',4',5'-trifluoro-[1,1'-biphenyl]-2-yl)aminothioformyl)-1H-pyrazole-4-carboxamide